NC1=C(C(=O)NC)C(=CC(=C1F)Br)Cl 2-amino-4-bromo-6-chloro-3-fluoro-N-methylbenzamide